2-bromo-4-(difluoromethyl)-1-fluorobenzene BrC1=C(C=CC(=C1)C(F)F)F